ClC1=C(C=CC=C1)CC(=O)NC1=CC(=C2C=CN=C(C2=C1)OC)S(N)(=O)=O 2-(2-chlorophenyl)-N-(1-methoxy-5-sulfamoylisoquinolin-7-yl)acetamide